CCN(CC)CC=C N,N-Diethylallylamine